C1(CC1)N1C=C(C(C2=CC(=C(C=C12)N1CCNCC1)F)=O)C(=O)NC=1SC2=C(N1)C=CC(=C2)OC(F)(F)F 1-Cyclopropyl-6-fluoro-4-oxo-7-(piperazin-1-yl)-N-(6-(trifluoromethoxy)benzo[d]thiazol-2-yl)-1,4-dihydroquinoline-3-carboxamide